O=C(C=O)N1CCN(CC1)C1=NC=C(C=N1)C(F)(F)F 2-oxo-2-(4-(5-(trifluoromethyl)pyrimidin-2-yl)piperazin-1-yl)acetaldehyde